diethyl ((3-bromo-5-carbamoyl-7-((2-cyano-4-(methylsulfonyl)benzyl)oxy) benzo[b]thiophen-2-yl)difluoromethyl)phosphonate BrC=1C2=C(SC1C(F)(F)P(OCC)(OCC)=O)C(=CC(=C2)C(N)=O)OCC2=C(C=C(C=C2)S(=O)(=O)C)C#N